C(CCCCCCCCC)[N+](C)(C)CCCCCCCCCC Didecyl-dimethylammonium